[Si](C)(C)(C(C)(C)C)OC[C@@H]([C@@H]([C@@H]1C(CCC1)=O)O)NC(OCC1=CC=CC=C1)=O benzyl ((1R,2S)-3-((tert-butyldimethylsilyl)oxy)-1-hydroxy-1-((R)-2-oxocyclopentyl)propan-2-yl)carbamate